N-(5-bromopyridin-3-yl)aminosulfonyl-guanidine BrC=1C=C(C=NC1)NS(=O)(=O)NC(=N)N